2-[3-(3-{[(4-methyl-oxetan-4-yl)amino]methyl}pyrrolidin-1-yl)-1,2,4-triazin-6-yl]-5-(1H-pyrazol-4-yl)phenol CC1(CCO1)NCC1CN(CC1)C=1N=NC(=CN1)C1=C(C=C(C=C1)C=1C=NNC1)O